4-(4-((1-(4-((R)-2-(3-Chloro-4-cyanophenyl)-3-methyl-2,8-diazaspiro[4.5]decan-8-yl)benzoyl)piperidin-4-yl)meth-yl)piperazin-1-yl)-N-(2,6-dioxopiperidin-3-yl)-2-fluorobenzamide ClC=1C=C(C=CC1C#N)N1CC2(C[C@H]1C)CCN(CC2)C2=CC=C(C(=O)N1CCC(CC1)CN1CCN(CC1)C1=CC(=C(C(=O)NC3C(NC(CC3)=O)=O)C=C1)F)C=C2